imidazopyrazin-2-carboxylic acid ethyl ester C(C)OC(=O)C1=NC2=C(N=CC=N2)N1